NC12CC(C1)(C2)C(C)(C)O 2-(3-aminobicyclo[1.1.1]pentan-1-yl)propan-2-ol